ClC1=CC=C(C=C1)C=1C=C(C=CC1)[C@@H]1OCC[C@H](NC1=O)CNC(=O)C1=CN=NC=C1 N-[[(2S,5S)-2-[3-(4-chlorophenyl)phenyl]-3-oxo-1,4-oxazepan-5-yl]methyl]pyridazine-4-carboxamide